N(=[N+]=[N-])[C@H](C(=O)O)CCCCNC(=O)OC(C)(C)C (S)-(-)-2-Azido-6-(Boc-amino)hexanoic acid